C(=O)(O)[C@H](CCC(NCCOCCOCC(NCCOCCOCC(NCCNC(CBr)=O)=O)=O)=O)NC(=O)CCCCCCCCCCCCCCCCC(=O)O 17-{(S)-1-carboxy-3-[2-(2-{[2-(2-{[2-(2-bromoacetyl-amino)ethylcarbamoyl]methoxy}ethoxy)ethylcarbamoyl]methoxy}ethoxy)ethylcarbamoyl]propylcarbamoyl}heptadecanoic acid